6-(3,5-dimethoxybenzyl)-2-(2-methylpropyl)-8-(morpholin-4-yl)-2,6-dihydroimidazo[1,2-c]pyrido[2,3-e]pyrimidin-5(3H)-one COC=1C=C(CN2C(N3C(C4=C2C=C(C=N4)N4CCOCC4)=NC(C3)CC(C)C)=O)C=C(C1)OC